9-(4-methylphenyl)methylene-7-p-toluenesulfonyl-8,9-dihydro-7H-naphtho[2',1':5,6][1,4]diazepino[1,7-a]indole CC1=CC=C(C=C1)C=C1CN(C2=C(C=3N1C=1C=CC=CC1C3)C=3C=CC=CC3C=C2)S(=O)(=O)C2=CC=C(C)C=C2